N-(1-cyclobutyl-3-cyclopropyl-1H-pyrazol-4-yl)-2-(1-methyl-1H-pyrazol-4-yl)-1,3-thiazole-4-carboxamide C1(CCC1)N1N=C(C(=C1)NC(=O)C=1N=C(SC1)C=1C=NN(C1)C)C1CC1